n-cyclohexylformamide C1CCC(CC1)NC=O